C(N)(OC[C@@H](C1=CC=C(C=C1)S(=O)(=O)CC)NCC1=CN=C(C=C1)N1[C@@H](C[C@@H](C1)OC1=NC=C(C=C1)N1N=CC=N1)COC(F)F)=O (R)-2-(6-((2S,4S)-4-((5-(2H-1,2,3-triazol-2-yl)pyridine-2-yl)oxy)-2-((difluoromethoxy)methyl)pyrrolidin-1-yl)nicotinylamino)-2-(4-(ethylsulfonyl)phenyl)ethyl carbamate